BrC=1C=C(C=CC1N1C=NC=C1)NC1=C(C=CC(=C1)C=1C(=NOC1C)C)C (3-bromo-4-(1H-imidazol-1-yl)phenyl)-5-(3,5-dimethylisoxazol-4-yl)-2-methylaniline